CC1=CC=C(O1)C1=NC=NC=2NC(C=NC12)=O 4-(5-methylfuran-2-yl)pteridin-7(8H)-one